ClC1=C(C=C(CNC(C(C(F)(F)F)(C)C)=O)C=C1)C1=NC(=NC(=N1)OC)C=1C=NC(=CC1)O[C@@H](CCC)C N-(4-chloro-3-{4-methoxy-6-[6-((R)-1-methylbutoxy)pyridin-3-yl]-1,3,5-triazin-2-yl}benzyl)-3,3,3-trifluoro-2,2-dimethylpropionamide